[N+](=O)([O-])C=1C=C2NC(C=3N(C2=CC1)C=CN3)=O 7-nitroimidazo[1,2-a]quinoxalin-4(5H)-one